C(CC(=O)C)(=O)OCC(CCOC(CC(=O)C)=O)OC(CC(=O)C)=O 1,2,4-butanetriol trisacetoacetate